(E)-but-2-enyl-boronic acid C(\C=C\C)B(O)O